tert-butyl 6-[4-(D-prolylamino)phenyl]pyridine-3-carboxylate N1[C@H](CCC1)C(=O)NC1=CC=C(C=C1)C1=CC=C(C=N1)C(=O)OC(C)(C)C